BrC=1C=CC=C2CN(C(C12)=O)CC(=O)NCC(F)(F)F (7-bromo-1-oxo-isoindolin-2-yl)-N-(2,2,2-trifluoroethyl)acetamide